OC=1C(=C(OCC2=CC=C(C=C2)CN2CCN(CC2)C(=O)OCC[Si](C)(C)C)C=CC1)[N+](=O)[O-] 2-(Trimethylsilyl)ethyl 4-({4-[(3-hydroxy-2-nitrophenoxy)methyl]phenyl}methyl)-piperazine-1-carboxylate